C(C)N(C(=O)[C@H]1CN([C@@H]2CC=3C4=C(C2=C1)C=CC=C4NC3)CC3=NOC=C3)CC (6aR,9R)-N,N-diethyl-7-(isoxazol-3-ylmethyl)-4,6,6a,7,8,9-hexahydroindolo[4,3-fg]quinoline-9-carboxamide